4-(2-benzyloxy-ethyl)hex-5-enal C(C1=CC=CC=C1)OCCC(CCC=O)C=C